C(=C)[Si](O[Si](OC)(OC)OC)(O[Si](OC)(OC)OC)O[Si](OC)(OC)OC vinyl-tris(trimethoxysiloxy)silane